(S)-2,2,2-trifluoro-1-((R or S)-3-(2-(5-fluorothiophen-2-yl)ethyl)-1-(2-(6-methylpyridin-3-yl)propan-2-yl)pyrrolidin-3-yl)ethyl phenylcarbamate C1(=CC=CC=C1)NC(O[C@H](C(F)(F)F)[C@]1(CN(CC1)C(C)(C)C=1C=NC(=CC1)C)CCC=1SC(=CC1)F)=O |o1:14|